N-cyclopentyl-2,6-dihydroxy-5'-methyl-4-pentyl-1',2',3',4'-tetrahydro-[1,1'-biphenyl]-3-carboxamide C1(CCCC1)NC(=O)C=1C(=C(C(=CC1CCCCC)O)C1CCCC(=C1)C)O